C(C)(C)(C)OC(=O)N1CC2=C(C(C1)C(=O)N1C(C(CCC1)C1=C(C=CC=C1)F)Cl)C=NN2 4-(2-chloro-3-(fluorophenyl)piperidine-1-carbonyl)-4,5-dihydro-1H-pyrazolo[3,4-c]Pyridine-6(7H)-carboxylic acid tert-butyl ester